tert-butyl (S)-10-ethyl-6-fluoro-10-hydroxy-5-methyl-11,14-dioxo-3,4,10,11,14,16-hexahydro-13H-azepino[3,4,5-de]pyrano[3',4':6,7]indolizino[1,2-b]quinoline-2(1H)-carboxylate C(C)[C@]1(C(OCC=2C(N3CC=4C(=NC=5C=C(C(=C6C5C4CN(CC6)C(=O)OC(C)(C)C)C)F)C3=CC21)=O)=O)O